COC1C(C2CC3N(CC2CC1OC(COC1=CC=C(C=C1)OC)=O)CCC1=C3NC3=CC(=CC=C31)OC)C(=O)OC methyl 2,11-dimethoxy-3-(2-(4-methoxyphenoxy)acetoxy)-1,2,3,4,4a,5,7,8,13,13b,14,14a-dodecahydroindolo[2',3':3,4]pyrido[1,2-b]isoquinoline-1-carboxylate